N(=C=O)C1=CC=CC2=CC=C(C=C12)N=C=O 1,7-diisocyanatonaphthalene